C(CCC)C(C(=O)O)(CCCCCC\C=C/C[C@H](O)CCCCCC)C(C)=O.C(CCCCCCCCCCCCCCCCC)(=O)OCCCC butyl octadecanoate (n-Butylacetyl ricinoleate)